(13R)-13-methyl-8,14-dioxa-10,16,19,20-tetraazatetracyclo[13.5.2.12,6.018,21]tricosa-1(20),2(23),3,5,15(22),16,18(21)-heptaen-9-one C[C@@H]1CCNC(OCC2=CC=CC(C3=NNC=4C=NC(O1)=CC34)=C2)=O